OC1=CC(=CC(=C1C1=CC(=CC=C1)C)OP(=O)(OC)CCCC(=O)OCC)CCCCC ethyl 4-(((6-hydroxy-3'-methyl-4-pentyl-[1,1'-biphenyl]-2-yl)oxy)(methoxy)phosphoryl)butanoate